vanadium diacetylacetonide C(C)(=O)C(C([CH2-])=O)C(C)=O.[V+5].C(C)(=O)C(C([CH2-])=O)C(C)=O.C(C)(=O)C(C([CH2-])=O)C(C)=O.C(C)(=O)C(C([CH2-])=O)C(C)=O.C(C)(=O)C(C([CH2-])=O)C(C)=O